2-(2',4'-difluorophenyl)-4-trifluoromethylpyridine FC1=C(C=CC(=C1)F)C1=NC=CC(=C1)C(F)(F)F